ClC=1C=C(C=CC1F)[C@@H]1N(C[C@H](N(C1)C(C(C)C)=O)C)C(=O)OC(C)(C)C tert-Butyl (2S,5R)-2-(3-chloro-4-fluoro-phenyl)-5-methyl-4-(2-methylpropanoyl)piperazine-1-carboxylate